tert-butyl (3R)-3-[[5-amino-4-carbamoyl-3-[4-[[(2-methoxybenzoyl)amino]methyl]phenyl]pyrazol-1-yl]methyl]piperidine-1-carboxylate NC1=C(C(=NN1C[C@H]1CN(CCC1)C(=O)OC(C)(C)C)C1=CC=C(C=C1)CNC(C1=C(C=CC=C1)OC)=O)C(N)=O